C1=CC=CC=2C3=CC=CC=C3N(C12)C1=C(C(=C(C(=N1)N1C2=CC=C(C=C2C=2C=C(C=CC12)C#N)C#N)N1C2=CC=C(C=C2C=2C=C(C=CC12)C#N)C#N)C1=CC2=C(OC3=C2C=CC=C3)C=C1)N1C3=CC=C(C=C3C=3C=C(C=CC13)C#N)C#N 9,9',9''-(6-(9H-carbazol-9-yl)-4-(dibenzo[b,d]furan-2-yl)pyridine-2,3,5-triyl)tris(9H-carbazole-3,6-dicarbonitrile)